F[C@@H]1C(C[C@H]2CN(C[C@H]21)C(=O)OC(C)(C)C)=O tert-butyl (3aS,4S,6aR)-4-fluoro-5-oxohexahydrocyclopenta[c]pyrrole-2(1H)-carboxylate